2-bromo-5-(4-(6-(1-methyl-1H-pyrazol-4-yl)pyrazolo[1,5-a]pyridin-3-yl)piperazin-1-yl)-1,3,4-thiadiazole BrC=1SC(=NN1)N1CCN(CC1)C=1C=NN2C1C=CC(=C2)C=2C=NN(C2)C